ClC1=C(C=CC=C1)[C@H]1[C@@](O1)(C1=C(C=C(C=C1)F)F)CN1N=CN=C1SCC=C [[(2R,3S)-3-(2-chlorophenyl)-2-(2,4-difluorophenyl)-2-oxiranyl]methyl]-5-(2-propen-1-ylthio)-1H-1,2,4-triazole